NC=1C2=C(N=CN1)N(C=C2)C2=CC=C(CNC(=O)C1=NN(C(=C1)CC1=CC=CC=C1)C)C=C2 N-(4-(4-Amino-7H-pyrrolo[2,3-d]pyrimidin-7-yl)benzyl)-5-benzyl-1-methyl-1H-pyrazole-3-carboxamide